C(C)(C)(C)OC(=O)N1CCN(CC1)C(=O)N([C@@H](C(C)C)C(=O)O)C N-(4-(tert-butoxycarbonyl)piperazine-1-carbonyl)-N-methyl-L-valine